(E)-tert-butyloxycarbonyl-L-alanine C(C)(C)(C)OC(=O)N[C@@H](C)C(=O)O